(R)-N-(5-(5-chlorothiophen-2-yl)-4-cyclobutyl-1-methyl-1H-pyrazol-3-yl)-2,2-difluorocyclopropane-1-carboxamide ClC1=CC=C(S1)C1=C(C(=NN1C)NC(=O)[C@@H]1C(C1)(F)F)C1CCC1